CC=1NC2=CC=C(C=C2C1C)NC(CCN(C)C)=O N-(2,3-Dimethyl-1H-indol-5-yl)-3-(dimethylamino)propanamide